FC1(C(C1)C=1C(=C2C=NN(C2=CC1C)C1OCCCC1)B(O)O)F (5-(2,2-difluorocyclopropyl)-6-methyl-1-(tetrahydro-2H-pyran-2-yl)-1H-indazol-4-yl)boronic acid